racemic-tert-butyl (4R)-4-[(1S)-5-hydroxy-1-isobutyl-pentyl]-2,2-dimethyl-oxazolidine-3-carboxylate OCCCC[C@@H](CC(C)C)[C@H]1N(C(OC1)(C)C)C(=O)OC(C)(C)C |r|